11-(3,6-diphenylcarbazole-9-yl)-13,13-diphenylindeno[1,2-I]phenanthrene C1(=CC=CC=C1)C=1C=CC=2N(C3=CC=C(C=C3C2C1)C1=CC=CC=C1)C=1C=2C=CC=CC2C2=CC=C3C=4C=CC=CC4C(C=C3C21)(C2=CC=CC=C2)C2=CC=CC=C2